O=C1CC=2C=C(N=CC2C(N1)=O)NC(=O)C1CC1 N-(6,8-dioxo-5,6,7,8-tetrahydro-2,7-naphthyridin-3-yl)cyclopropanecarboxamide